C1(CC1)C=1C(=NSC1C(=O)NC1=CC(=C(C=C1)C(N(C)C)=O)C(F)(F)F)C1=CC=CC=C1 4-CYCLOPROPYL-N-(4-(DIMETHYL-CARBAMOYL)-3-(TRIFLUOROMETHYL)PHENYL)-3-PHENYLISOTHIAZOLE-5-CARBOXAMIDE